6-{1-[(tert-butoxy)carbonyl]piperidin-4-yl}-1,3-diethyl-1H-1,3-benzodiazol-3-ium iodide [I-].C(C)(C)(C)OC(=O)N1CCC(CC1)C=1C=CC2=C(N(C=[N+]2CC)CC)C1